C(C1=CC=CC=C1)O[C@H]1[C@H](OC2([C@@H]([C@H]1N1N=NC(=C1)C1=CC(=C(C(=C1)F)F)F)OCC1=CC=CC=C1)NC(CCC2)=O)COCC2=CC=CC=C2 (2R,3R,4S,5R)-3,5-bis(benzyloxy)-2-((benzyloxy)methyl)-4-(4-(3,4,5-trifluorophenyl)-1H-1,2,3-triazol-1-yl)-1-oxa-7-azaspiro[5.5]undecane-8-one